OCCN(CCS(=O)(=O)[O-])CCO N,N-bis(2-hydroxyethyl)-2-aminoethanesulfonate